(2R,4S)-9-[1-[(2R)-2-amino-2-(1H-imidazol-4-yl)propanoyl]azetidin-3-yl]oxy-5,5-dihydroxy-6-oxa-5-boranuidatricyclo[5.4.0.02,4]undeca-1(11),7,9-triene-8-carboxylic acid N[C@](C(=O)N1CC(C1)OC=1C(=C2O[B-]([C@H]3C[C@H]3C2=CC1)(O)O)C(=O)O)(C)C=1N=CNC1